(R)-6-(5-amino-1-(2-hydroxyethyl)-1H-pyrazol-4-yl)-4-(1-(5-fluoropyridin-2-yl)ethoxy)pyrazolo[1,5-a]pyridine NC1=C(C=NN1CCO)C=1C=C(C=2N(C1)N=CC2)O[C@H](C)C2=NC=C(C=C2)F